4-methylbenzo[d]Thiazole-6-sulfinic acid sodium salt [Na+].CC1=CC(=CC2=C1N=CS2)S(=O)[O-]